C(=O)OCC1=CC=CC=C1C1CSC2=CC=CCN12 1-thia-3a-aza-3-indaneBenzyl formate